FC=1C=CC(=C(C1)[C@@H](C)NC1=NC=2N(C=C1)N=CC2C=2C=NNC2)OCCF (R)-N-(1-(5-fluoro-2-(2-fluoroethoxy)phenyl)ethyl)-3-(1H-pyrazol-4-yl)pyrazolo[1,5-a]pyrimidin-5-amine